4-methyl-N-[[3-methyl-2-(2-methyl-3-pyridyl)-1H-indol-5-yl]methyl]pyrimidine-5-carboxamide CC1=NC=NC=C1C(=O)NCC=1C=C2C(=C(NC2=CC1)C=1C(=NC=CC1)C)C